N-(1-cyanocyclopropyl)-8-(4-isobutyrylpiperazin-1-yl)-N-(4-methoxybenzyl)-3-(5-methylthiazol-2-yl)imidazo[1,2-a]pyridine-6-sulfonamide C(#N)C1(CC1)N(S(=O)(=O)C=1C=C(C=2N(C1)C(=CN2)C=2SC(=CN2)C)N2CCN(CC2)C(C(C)C)=O)CC2=CC=C(C=C2)OC